FC=1C=C(OC=2C=CC(=C3C(C(CC23)(F)F)O)S(=NC#N)(=O)C)C=C(C1)F N-((7-(3,5-difluorophenoxy)-2,2-difluoro-3-hydroxy-2,3-dihydro-1H-inden-4-yl)(methyl)(oxo)-λ6-sulfanylidene)cyanamide